ClC1=C(C=CC=C1)C(C(C(=O)[O-])(C(=O)[O-])O)SC\C=C\C(=O)OCC (E)-2-((2-chlorophenyl) ((4-ethoxy-4-oxobut-2-en-1-yl) thio) methyl)-2-hydroxymalonate